3-amino-6-(2,6-dimethylpyridin-4-yl)-N-(3-fluoro-2-methoxybenzyl)-5-(4-fluorophenyl)pyrazine-2-carboxamide sodium [Na].NC=1C(=NC(=C(N1)C1=CC=C(C=C1)F)C1=CC(=NC(=C1)C)C)C(=O)NCC1=C(C(=CC=C1)F)OC